CN1CCC(CC1)NC(=O)[C@@H]1CC12CCN(CC2)C(=O)OC(C(F)(F)F)C(F)(F)F 1,1,1,3,3,3-Hexafluoropropan-2-yl (R)-1-((1-methylpiperidin-4-yl)carbamoyl)-6-azaspiro[2.5]octan-6-carboxylat